C(C)(C)(C)C1=CC=C(OCCCCC(=O)O)C=C1 5-(4-(tert-butyl)phenoxy)pentanoic acid